(E)-2-(6-(2-(3-methylbenzylidene)hydrazinyl)-2-morpholino-9H-purin-9-yl)-1-(4-(trifluoromethyl)phenyl)ethan-1-one CC=1C=C(\C=N\NC2=C3N=CN(C3=NC(=N2)N2CCOCC2)CC(=O)C2=CC=C(C=C2)C(F)(F)F)C=CC1